Ethyl (E)-4-((8-methoxy-2,2-dimethyl-9-((3-methylbenzyl)oxy)-7-(3-methylbut-2-en-1-yl)-6-oxo-2H,6H-pyrano[3,2-b]xanthen-5-yl)oxy)but-2-enoate COC=1C(=CC=2OC=3C=C4C(=C(C3C(C2C1CC=C(C)C)=O)OC/C=C/C(=O)OCC)C=CC(O4)(C)C)OCC4=CC(=CC=C4)C